11-(2-methoxyethoxy)undecyltrichlorosilane 2-butyl-1-nonyl-sulfate C(CCC)C(COS(=O)(=O)O)CCCCCCC.COCCOCCCCCCCCCCC[Si](Cl)(Cl)Cl